FC1=C(C(=CC=C1)C)C=1C=C(C=2C=C(N=CC2C1)N)NCC1CCN(CC1)C 7-(2-fluoro-6-methyl-phenyl)-N5-[(1-methyl-4-piperidyl)methyl]isoquinoline-3,5-diamine